2-methyl-2-morpholino-1-(4-methylthiophenyl)propan-1-one CC(C(=O)C1=CC=C(C=C1)SC)(C)N1CCOCC1